OC(COC1=CC(=C(C=C1)C1=NC(=NC(=N1)C1=C(C=C(C=C1)C)C)C1=C(C=C(C=C1)C)C)O)COCCCCCCCCCCCC 2-(4-((2-hydroxy-3-dodecyloxypropyl)oxy)-2-hydroxyphenyl)-4,6-bis(2,4-dimethylphenyl)-1,3,5-triazine